2-(4-chloro-3-fluoro-phenoxy)acetamide HCl Cl.ClC1=C(C=C(OCC(=O)N)C=C1)F